5-(2-{2,4-difluoro-6-[(1R)-1-hydroxyethyl]phenyl}pyridine-3-carbonyl)-1-methyl-1H-pyrazole-3-carbonitrile FC1=C(C(=CC(=C1)F)[C@@H](C)O)C1=NC=CC=C1C(=O)C1=CC(=NN1C)C#N